[Na].C(C)(C)C1=C(C(=CC=C1)C(C)C)NC(=O)NS(=O)(=O)C=1N=CN(C1)C(C)C N-((2,6-Diisopropylphenyl)carbamoyl)-1-isopropyl-1H-imidazole-4-sulfonamide, sodium salt